6-amino-1-isopropyl-1,2-dihydro-3H-pyrazolo[3,4-b]pyridin-3-one NC1=CC=C2C(=N1)N(NC2=O)C(C)C